5-chloro-N-(4-(3-(diethylamino)propoxy)phenyl)-4-(3-phenylisoxazolidin-2-yl)pyrimidin-2-amine hydrochloride Cl.ClC=1C(=NC(=NC1)NC1=CC=C(C=C1)OCCCN(CC)CC)N1OCCC1C1=CC=CC=C1